2-Benzyloxy-N-[6-(1-methyl-piperidine-4-carbonyl)-pyridin-2-yl]-benzamide C(C1=CC=CC=C1)OC1=C(C(=O)NC2=NC(=CC=C2)C(=O)C2CCN(CC2)C)C=CC=C1